1-(3-chloro-4-((5-chloropyrazin-2-yl)thio)pyridin-2-yl)-N-methyl-1H-pyrrole-3-carboxamide ClC=1C(=NC=CC1SC1=NC=C(N=C1)Cl)N1C=C(C=C1)C(=O)NC